(3S)-3-{4-[4-(2-{2-[2-(2-aminoethoxy)ethoxy]ethoxy}ethoxy)naphthalen-1-yl]phenyl}-3-[(N-{5-[(4-methylpyridin-2-yl)amino]pentanoyl}glycyl)amino]propanoic acid NCCOCCOCCOCCOC1=CC=C(C2=CC=CC=C12)C1=CC=C(C=C1)[C@H](CC(=O)O)NC(CNC(CCCCNC1=NC=CC(=C1)C)=O)=O